N1N=NN=NO1 pentazoxin